N-[4-[(E)-3-(3-Chloro-4-hydroxyphenyl)prop-2-enoyl]phenyl]ethanesulfonamide ClC=1C=C(C=CC1O)/C=C/C(=O)C1=CC=C(C=C1)NS(=O)(=O)CC